3,10-dichlorodibenzo[d,d']naphtho[2,3-b:6,7-b']difuran ClC1=CC2=C(C3=C(O2)C=C2C=C4C(OC5=C4C=CC(=C5)Cl)=CC2=C3)C=C1